NCC=1C=C(C=CC1Cl)CN1C(NC(C2=C1C=CN2)=O)=S 1-((3-(aminomethyl)-4-chlorophenyl)methyl)-2-thioxo-1,2,3,5-tetrahydro-4H-pyrrolo[3,2-d]pyrimidin-4-one